4-amino-N'-(cyclopropanecarbonyl)-N-(2-fluoro-5-methyl-4-(1-(trifluoromethyl)-1H-pyrazol-4-yl)benzyl)-N',1-dimethyl-1H-pyrazolo[4,3-c]quinoline-8-carbohydrazide NC1=NC=2C=CC(=CC2C2=C1C=NN2C)C(=O)N(N(C)C(=O)C2CC2)CC2=C(C=C(C(=C2)C)C=2C=NN(C2)C(F)(F)F)F